ClC1=CC=CC2=C1C1=C(O2)C=CC=C1N1C2=CC=CC=C2C=2C=CC=CC12 9-(9-chlorodibenzo[b,d]furan-1-yl)-9H-carbazole